5-(chloromethyl)adenosine ClCC12N=CN([C@H]3[C@H](O)[C@H](O)[C@@H](CO)O3)C2=NC=NC1=N